ClC1=NC(=C(C(=C1C#N)CC)C#N)N1CC2(CCO2)CC1 2-chloro-4-ethyl-6-(1-oxa-6-azaspiro[3.4]oct-6-yl)pyridine-3,5-dicarbonitrile